NCCOCC1=C(C=CC(=C1)F)N1CN(C(C2=CC(=C(C=C12)C(F)(F)F)F)=O)C=1C(=NC(=CC1)OC)Br 1-(2-((2-aminoethoxy)methyl)-4-fluorophenyl)-3-(2-bromo-6-methoxypyridin-3-yl)-6-fluoro-7-(trifluoro-methyl)-2,3-dihydroquinazolin-4(1H)-one